C12CN(CC(N1)C2)C2=C(C=C(CNC(=O)NC=1SC=C(N1)C(C)(C)C1=CC=C(C=C1)OC)C=C2F)F 1-(4-(3,6-diazabicyclo[3.1.1]heptan-3-yl)-3,5-difluorobenzyl)-3-(4-(2-(4-methoxyphenyl)propan-2-yl)thiazol-2-yl)urea